9-oxabicyclo[6.1.0]non-2-ene C12C=CCCCCC2O1